2-(3-bromophenyl)-2-methyl-propanal BrC=1C=C(C=CC1)C(C=O)(C)C